3-methyl-5-nitro-1-tetrahydropyran-2-yl-indazole CC1=NN(C2=CC=C(C=C12)[N+](=O)[O-])C1OCCCC1